D-serine-2-d N[C@](CO)(C(=O)O)[2H]